NC1CCC(CC1)CC(=O)N1C2(C=C3C1=CNC=C3)CNCCC2 1'-(2-((1r,4r)-4-aminocyclohexyl)acetyl)-1',6'-dihydrospiro[piperidine-3,2'-pyrrolo[2,3-c]pyridine]